ClC1=C(C(=NC=C1C(=O)NC1CCC1)F)F 4-Chloro-N-cyclobutyl-5,6-difluoronicotinamide